C(C)(C)(C)O\N=C(\[C@H]1CC[C@H](CC1)N(C1=C(C(N(C=2C=C(C(=NC12)C#N)OC1COCC1)C)=O)C#N)C)/C1=CC=CC=C1 8-((cis-4-((Z)-(tert-butoxyimino)(phenyl)methyl)cyclohexyl)(methyl)amino)-5-methyl-6-oxo-3-((tetrahydrofuran-3-yl)oxy)-5,6-dihydro-1,5-naphthyridine-2,7-dicarbonitrile